FC1CN(C1)C=1N=CC=NC1 5-(3-fluoroazetidin-1-yl)pyrazin